3-((3,5-difluoro-[1,1'-biphenyl]-4-yl)difluoromethyl)-1,2,4-thiadiazole FC=1C=C(C=C(C1C(C1=NSC=N1)(F)F)F)C1=CC=CC=C1